C[C@H](C(C)C)NC1=C(C=NC2=CC=CC=C12)[N+](=O)[O-] N-[(1R)-1,2-dimethylpropyl]-3-nitro-quinolin-4-amine